2-(pyridin-2-yl)acetic acid N1=C(C=CC=C1)CC(=O)O